N=1C=NN2C1C=C(C=C2)OC2=C(C=C(C=C2)NC2=NC=NN1C2=C(C=C1)C1CCN(CC1)C(C=CCN1CC(C1)F)=O)C 4-(4-((4-([1,2,4]triazolo[1,5-a]pyridin-7-yloxy)-3-methylphenyl)amino)pyrrolo[2,1-f][1,2,4]triazin-5-yl)piperidin-1-yl-4-(3-fluoroazetidin-1-yl)but-2-en-1-one